C(C)(C)(C)C1=C(C=C(C=C1)C(=O)[C@@H]1[C@H](C1)C=1N=NNN1)Cl 5-[(1S,2S)-2-[(4-tert-butyl-3-chlorophenyl)carbonyl]cyclopropyl]-2H-1,2,3,4-tetrazole